1H-pyridazin-4-one N1N=CC(C=C1)=O